The molecule is a dipeptide formed from L-methionine and L-threonine residues. It has a role as a metabolite. It derives from a L-methionine and a L-threonine. C[C@H]([C@@H](C(=O)O)NC(=O)[C@H](CCSC)N)O